N'-(2,6-dihydroxybenzylidene)-2-((3-fluorophenyl)amino)butanoyl-hydrazine OC1=C(C=NNC(C(CC)NC2=CC(=CC=C2)F)=O)C(=CC=C1)O